C(CCC)OC(=O)N1C2(C(NC(C1)C2)=O)CO 1-(hydroxymethyl)-6-oxo-2,5-diazabicyclo[2.2.1]Heptane-2-carboxylic acid butyl ester